C(#N)NC(=N)NCC1CCCCC1 cyano-N'-[1-cyclohexylmethyl]guanidine